[Se]([Se]CCC=CC(=O)[O-])CCC=CC(=O)[O-] Diselanediylbis(ethane-2,1-diyl)diacrylate